C(C)N(C1=CC=C(C=C2OC3=C(C2=O)C=CC(=C3)O)C=C1)CC 2-(4-(diethylamino)benzylidene)-6-hydroxybenzofuran-3(2H)-one